C(C)OC([C@@H](NC(C)=O)CS)=O N-acetyl-L-cysteine ethyl ester